C(C)(C)(C)OC(=O)N1CCC2(CC1)C(C1=C(N=C(S1)Cl)C2)=NS(=O)C(C)(C)C 6-((tert-butylsulfinyl)imino)-2-chloro-4,6-dihydrospiro[cyclopenta[d]thiazole-5,4'-piperidine]-1'-carboxylic acid tert-butyl ester